methyl [(4'-{6-[(t-butoxycarbonyl)amino]-2,3,9-trimethyl-6H-thieno[3,2-f][1,2,4]triazolo[4,3-a][1,4]diazepin-4-yl}-3-cyano[1,1'-biphenyl]-4-yl)oxy]acetate C(C)(C)(C)OC(=O)NC1C=2N(C3=C(C(=N1)C1=CC=C(C=C1)C1=CC(=C(C=C1)OCC(=O)OC)C#N)C(=C(S3)C)C)C(=NN2)C